(S)-2-(3-fluoro-2-methoxy-5-(pyrrolidin-1-ylmethyl)phenyl)-2-((R)-3-((5-(5,6,7,8-tetrahydro-1,8-naphthyridin-2-yl)pentyl)oxy)pyrrolidin-1-yl)acetic acid FC=1C(=C(C=C(C1)CN1CCCC1)[C@@H](C(=O)O)N1C[C@@H](CC1)OCCCCCC1=NC=2NCCCC2C=C1)OC